Cl[SiH3] CHLOROSILANE